Ethyl β-ethyl-3-pyridinepropanoate C(C)C(CC(=O)OCC)C=1C=NC=CC1